C(C)(C)C1=C(NC2=CC=C(C=C12)OCC1CCN(CC1)C(C)C)C1=CC(=NC=C1)C 3-isopropyl-5-((1-isopropylpiperidin-4-yl)methoxy)-2-(2-methylpyridin-4-yl)-1H-indole